6-((1S,2S)-2-(1-methyl-1H-pyrazol-5-yl)cyclobutyl)-4-oxo-1-((S)-1-(6-(trifluoromethyl)pyridin-3-yl)ethyl)-4,5-dihydro-1H-pyrazolo[3,4-d]pyrimidine-3-carbonitrile CN1N=CC=C1[C@@H]1[C@H](CC1)C=1NC(C2=C(N1)N(N=C2C#N)[C@@H](C)C=2C=NC(=CC2)C(F)(F)F)=O